C(C)(=O)NC1(C2=CC=CC=C2C=2C=CC=CC12)C(=O)N1[C@H]([C@@H]2[C@H](C1)CCC2)C(=O)N[C@H](C[C@H]2C(NCC2)=O)C(CO)=O (1R,3aR,6aS)-2-(9-acetamido-9H-fluorene-9-carbonyl)-N-((R)-4-hydroxy-3-oxo-1-((S)-2-oxopyrrolidin-3-yl)butan-2-yl)octahydrocyclopenta[c]pyrrole-1-carboxamide